N-(3-chloro-5-(methylsulfonamido)phenyl)-4-(5-fluoro-3-(3-methoxypyrrolidin-1-yl)pyridin-2-yl)-5-methylthiophene-2-carboxamide ClC=1C=C(C=C(C1)NS(=O)(=O)C)NC(=O)C=1SC(=C(C1)C1=NC=C(C=C1N1CC(CC1)OC)F)C